(4-methoxybenzyl)-3-exo-methylbicyclo[2.2.1]heptan COC1=CC=C(CC23CC(C(CC2)C3)C)C=C1